2-allyl-6-(1-benzofuran-6-ylamino)-1-[6-(1-methyl-4-piperidyloxy)-2-pyridyl]-1,2-dihydro-3H-1,2,5,7-tetraazainden-3-one C(C=C)N1N(C2=NC(=NC=C2C1=O)NC1=CC2=C(C=CO2)C=C1)C1=NC(=CC=C1)OC1CCN(CC1)C